2-{6-[(3r,5s)-3,5-dimethylpiperazin-1-yl]pyridazin-3-yl}-5-([1,2,4]triazolo[1,5-a]pyridin-6-yl)pyridin-3-ol dihydrochloride Cl.Cl.C[C@@H]1CN(C[C@@H](N1)C)C1=CC=C(N=N1)C1=NC=C(C=C1O)C=1C=CC=2N(C1)N=CN2